Methyl (vinylsulfonyl)-D-phenylalaninate C(=C)S(=O)(=O)N[C@H](CC1=CC=CC=C1)C(=O)OC